C(C)(C)(C)OC(=O)N1C[C@@H]2C([C@H](C1)C2)(O)C2=CC=C(C=C2)C2=CC(=CC1=CC(=CC=C21)C2=CC=C(C=C2)C(F)(F)F)C(=O)O 4-(4-((1R,5S,6r)-3-(tert-Butoxycarbonyl)-6-hydroxy-3-azabicyclo[3.1.1]heptan-6-yl)phenyl)-7-(4-(trifluoromethyl)phenyl)-2-naphthoic acid